C(C)(=O)O[C@H]1C[C@H]2C[C@@H]([C@H]3[C@@H]4CC[C@H]([C@@H](CCC(=O)OC)C)[C@]4(CC[C@@H]3[C@]2(CC1)C)C)N=[N+]=[N-] 24-Methyl 3α-acetoxy-7β-azido-5β-cholanoate